C(C1=CC=CC=C1)OC1=C(C=C(C(=C1)F)[N+](=O)[O-])OC (benzyloxy)-5-fluoro-2-methoxy-4-nitrobenzene